(S)-1-[2-(Benzo[d]isoxazol-3-yl)phenyl]-2-(6-methoxypyridine-2-yl)ethan-1-amine hydrochloride Cl.O1N=C(C2=C1C=CC=C2)C2=C(C=CC=C2)[C@H](CC2=NC(=CC=C2)OC)N